N-(3-(4'-(2-((R)-3-hydroxypyrrolidin-1-yl)ethoxy)-4,5,5',6'-tetrahydro-2H-spiro[furan-3,8'-pyrano[3,4-b]pyridin]-2'-yl)-1-methyl-1H-pyrrolo[2,3-c]pyridin-5-yl)acetamide O[C@H]1CN(CC1)CCOC1=C2C(=NC(=C1)C1=CN(C3=CN=C(C=C31)NC(C)=O)C)C3(OCC2)COCC3